C1(=CC=C(C=C1)[Si](O)(O)O)C (p-tolyl)trihydroxysilane